Cl.C(C)C=1C=C2CC(CC2=CC1CC)N 5,6-diethyl-2,3-dihydro-1H-indene-2-amine hydrochloride